tert-butyl((7-fluoroisoquinolin-6-yl) methyl) carbamate C(N)(OC(C=1C=C2C=CN=CC2=CC1F)C(C)(C)C)=O